COC1=CC=C(CN2C(C3=CC=CC=C3C(=N2)C2N(CCC2)CC(N2CCN(CC2)C2=NC=C(C=N2)C(F)(F)F)=O)=O)C=C1 2-(4-methoxybenzyl)-4-(1-(2-oxo-2-(4-(5-(trifluoromethyl)pyrimidin-2-yl)piperazin-1-yl)ethyl)pyrrolidin-2-yl)phthalazin-1(2H)-one